pyridin-3-yl-azetidin-3-amine N1=CC(=CC=C1)N1CC(C1)N